2-(4-chlorobenzyl)-N,8-dimethyl-N-[(1-methyl-1H-pyrazol-4-yl)methyl]-4,5-dihydro-2H-furo[2,3-g]indazole-7-carboxamide ClC1=CC=C(CN2N=C3C4=C(CCC3=C2)OC(=C4C)C(=O)N(CC=4C=NN(C4)C)C)C=C1